C1C[C@H](OC1)C(=O)O (S)-(-)-TETRAHYDRO-2-FUROIC ACID